COC=1C=C(CNC2=NC=C(C=N2)C(=O)N2C(CC2)C)C=C(C1)OC (2-((3,5-dimethoxybenzyl)amino)pyrimidin-5-yl)(2-methylazetidin-1-yl)methanone